O1COC2=C1C=CC=C2CCNCC2=CC(=NC=C2)N2CCCCC2 2-(1,3-benzodioxol-4-yl)-N-[[2-(1-piperidyl)-4-pyridyl]methyl]ethanamine